6-(2-chloro-6-fluorophenyl)-4-((4-morpholinophenyl)amino)pyridazine-3-carboxylate ClC1=C(C(=CC=C1)F)C1=CC(=C(N=N1)C(=O)[O-])NC1=CC=C(C=C1)N1CCOCC1